C1(CC1)C1=C(C(=C2CCCC2=C1)NC(=O)N=[S@@](=O)(N)C=1SC(=CC1F)C(C)(C)O)C (S)-N'-((6-cyclopropyl-5-methyl-2,3-dihydro-1H-inden-4-yl)carbamoyl)-3-fluoro-5-(2-hydroxypropan-2-yl)thiophene-2-sulfonimidamide